C(C(=C)C)(=O)OCCNC(=O)N N-(2-methacryloyloxyethyl)urea